N-(2,2-Difluoroethyl)-2-((4-(7-(((2S,5R)-5-((N-ethylsulfamoyl)amino)tetrahydro-2H-pyran-2-yl)methyl)-2,7-diazaspiro[3.5]nonan-2-yl)pyrimidin-5-yl)oxy)-5-fluoro-N-isopropylbenzamide FC(CN(C(C1=C(C=CC(=C1)F)OC=1C(=NC=NC1)N1CC2(C1)CCN(CC2)C[C@H]2OC[C@@H](CC2)NS(NCC)(=O)=O)=O)C(C)C)F